(±)-ethyl 5-(3-carbamoyltetrahydrofuran-3-yl)pyridine-2-carboxylate C(N)(=O)[C@@]1(COCC1)C=1C=CC(=NC1)C(=O)OCC |r|